2-(4-((5-bromo-4-((2-fluoro-5-nitrophenyl)amino)pyrimidin-2-yl)amino)-1H-pyrazol-1-yl)-2-methylpropanenitrile BrC=1C(=NC(=NC1)NC=1C=NN(C1)C(C#N)(C)C)NC1=C(C=CC(=C1)[N+](=O)[O-])F